ClC1=CC=C2C(N(C(=NC2=C1)CCCCN(C(OC(C)(C)C)=O)C)CC(C)(C)C)=O tert-butyl (4-(7-chloro-3-neopentyl-4-oxo-3,4-dihydroquinazolin-2-yl)butyl)(methyl)carbamate